2-chloro-N-(3-(methylsulfonyl)-2,3-dihydro-1H-inden-4-yl)-5-(trifluoromethyl)pyrimidin-4-amine ClC1=NC=C(C(=N1)NC1=C2C(CCC2=CC=C1)S(=O)(=O)C)C(F)(F)F